O1CCN(CC1)C1=NC(=NC(=N1)N1CCOCC1)C=1C=CC2=C(N=C(O2)N(C)C)C1 5-(4,6-dimorpholino-1,3,5-triazin-2-yl)-N,N-dimethylbenzo[d]oxazol-2-amine